N,N-diethylethanolamine potassium [K].C(C)N(CCO)CC